ClC1=NC(=CC(=C1)C=1C(=NN2C1N=C(C=C2)C(=O)NCC(C)(C)O)C2=CC(=CC=C2)C#N)C 3-(2-chloro-6-methyl-4-pyridinyl)-2-(3-cyanophenyl)-N-(2-hydroxy-2-methyl-propyl)pyrazolo[1,5-a]pyrimidine-5-carboxamide